C(=O)(O)CNC(=O)OC(COC(=O)NCC(=O)O)CO 2-[[2-(carboxymethyl-carbamoyloxy)-3-hydroxy-propoxy]carbonylamino]acetic acid